BrC1=CC=CC(N1CC(=O)OC)=O methyl (6-bromo-2-oxopyridin-1(2H)-yl)acetate